5-(2-(3,3-Difluoro-2-methylpropyl)oxazol-5-yl)-6-(imidazo[1,2-a]pyridin-7-yl)picolinonitril FC(C(CC=1OC(=CN1)C=1C=CC(=NC1C1=CC=2N(C=C1)C=CN2)C#N)C)F